OC1=C(C(=CC(=C1C(=O)N(C)CCOC)CCCCC)O)C1=CC(=CC=C1)C 2,6-dihydroxy-N-(2-methoxyethyl)-N,3'-dimethyl-4-pentyl-[1,1'-biphenyl]-3-carboxamide